3-(2-methoxyethyl)-2-(morpholinomethyl)-6-nitroquinazolin-4(3H)-one COCCN1C(=NC2=CC=C(C=C2C1=O)[N+](=O)[O-])CN1CCOCC1